benzo[f][2]benzofuran-1-one C1(OCC2=C1C=C1C(=C2)C=CC=C1)=O